FC=1C=2N(C=C(C1)NC(=O)C=1C=CC(=C3N=CC=NC13)OC1CN(CCC1)C(=O)OC(C)(C)C)C=C(N2)C tert-butyl 3-[8-[(8-fluoro-2-methyl-imidazo[1,2-a]pyridin-6-yl)carbamoyl]quinoxalin-5-yl]oxypiperidine-1-carboxylate